(2S,4r)-1-[(2S)-2-(4-cyclopropyl-triazol-1-yl)-3,3-dimethyl-butyryl]-4-hydroxy-N-[1-[2-(m-tolyl)cyclopropyl]ethyl]pyrrolidine-2-carboxamide C1(CC1)C=1N=NN(C1)[C@H](C(=O)N1[C@@H](C[C@H](C1)O)C(=O)NC(C)C1C(C1)C=1C=C(C=CC1)C)C(C)(C)C